5-(pyrrolidin-1-yl)pentanoic acid N1(CCCC1)CCCCC(=O)O